copper-lead-zinc-silver-cobalt [Co].[Ag].[Zn].[Pb].[Cu]